(methylazanediyl)bis(butane-4,1-diyl) bis(3-(didecylamino)propanoate) C(CCCCCCCCC)N(CCC(=O)OCCCCN(CCCCOC(CCN(CCCCCCCCCC)CCCCCCCCCC)=O)C)CCCCCCCCCC